Benzamide chloride [Cl-].C(C1=CC=CC=C1)(=O)N